COC1=NN(C=C1NC1=NC=C(C(=N1)C1=CNC2=C(C=CC=C12)NC(=O)[C@@H]1N(CCC1)[C@H]1CN(CC1)C)C)C (2R,3'R)-N-(3-(2-((3-meth-oxy-1-methyl-1H-pyrazol-4-yl)amino)-5-methylpyrimidin-4-yl)-1H-indol-7-yl)-1'-meth-yl-[1,3'-bipyrrolidine]-2-carboxamide